FC=1C=C(C=CC1)C(C1=C(N=C(S1)NC(OCCCC)=O)C)O butyl 5-((3-fluorophenyl)(hydroxy)methyl)-4-methylthiazol-2-ylcarbamate